C(C1=CC=CC=C1)N(C(C1=CC(=CC=C1)N1C2(OC3=C(C(NC1=O)C2)C=CC=C3)C)=O)C N-benzyl-N-methyl-3-(2-methyl-4-oxo-5,6-dihydro-2H-2,6-methanobenzo[g][1,3,5]oxadiazocin-3(4H)-yl)benzamide